1,3,5-Tri-methyl-2,4,6-tris-(3,5-di-tert.butyl-4-hydroxyphenyl)benzene CC1=C(C(=C(C(=C1C1=CC(=C(C(=C1)C(C)(C)C)O)C(C)(C)C)C)C1=CC(=C(C(=C1)C(C)(C)C)O)C(C)(C)C)C)C1=CC(=C(C(=C1)C(C)(C)C)O)C(C)(C)C